(±)-3-methyl-5-(1-methyl-1H-pyrrol-2-yl)-1,2,3,6-tetrahydropyridin-1-ium chloride [Cl-].C[C@H]1C[NH2+]CC(=C1)C=1N(C=CC1)C |r|